C(CCCCCCC)[N+](CCCCCCCC)(CCOS(=O)(=O)O)CCCCCCCC N,N-dioctyl-N-(2-(sulfooxy)ethyl)octan-1-aminium